F[C@@]1([C@@H](O[C@@H]([C@H]1O)CO)N1C=NC=2C(=O)NC(N)=NC12)O 2'-fluoro-guanosine